5-bromo-4-(((tert-butyldiphenylsilyl)oxy)methyl)-2-cyclopropoxypyridine BrC=1C(=CC(=NC1)OC1CC1)CO[Si](C1=CC=CC=C1)(C1=CC=CC=C1)C(C)(C)C